Triisobutyl-methyl-zirconium C(C(C)C)[Zr](C)(CC(C)C)CC(C)C